OC1=CC(=C(C=C1)C=1SC(=CC1C#N)C1=C(C=C(C=C1)O)F)F 2,5-bis(4-hydroxy-2-fluorophenyl)thiophene-3-carbonitrile